BrC1=C2C(=NC=C1)N(C(=C2)C2CC2)S(=O)(=O)C2=CC=C(C)C=C2 4-bromo-2-cyclopropyl-1-tosyl-1H-pyrrolo[2,3-b]pyridine